ClC=1C(=CC(=C(C1)NC1=NC(=NC=N1)NC=1C(=CC(=C(C1)NC(C=C)=O)N(CCN1[C@H](CCC1)C)C)OC)C(C)(C)O)F (S)-N-(5-(4-(5-chloro-4-fluoro-2-(2-hydroxypropan-2-yl)phenylamino)-1,3,5-triazin-2-ylamino)-4-methoxy-2-(methyl(2-(2-methylpyrrolidin-1-yl)ethyl)amino)phenyl)acrylamide